C(#N)C1=CC=C(C=C1)N1C2=CC=CC=C2C=2C=C(C=CC12)C=1C=CC=2N(C3=CC=CC=C3C2C1)C1=CC=C(C=C1)C#N 9,9'-Bis(4-cyanophenyl)-9H,9'H-3,3'-bicarbazole